C1(CC1)CN1N=C(C2=CC(=CC=C12)C)C(=O)NC1=C(C=NC=C1)F 1-(cyclopropylmethyl)-N-(3-fluoropyridin-4-yl)-5-methyl-1H-indazole-3-carboxamide